(18S,21S,24S)-18-(2-(2,5-dioxo-2,5-dihydro-1H-pyrrol-1-yl)acetamido)-21-isopropyl-14,19,22-trioxo-24-(3-ureidopropyl)-2,5,8,11-tetraoxo-15,20,23-triazapentacosane O=C1N(C(C=C1)=O)CC(=O)N[C@@H](CCNC(CCC(CCC(CCC(CCC(C)=O)=O)=O)=O)=O)C(N[C@H](C(N[C@@H](C)CCCNC(=O)N)=O)C(C)C)=O